(±)-tert-butyl (1S,2R,3R,5R)-3-((3-chloro-1,2,4-triazin-6-yl)(methyl)amino)-2-fluoro-8-azabicyclo[3.2.1]octane-8-carboxylate ClC=1N=NC(=CN1)N([C@H]1[C@H]([C@@H]2CC[C@H](C1)N2C(=O)OC(C)(C)C)F)C |r|